C1(CC=CC2=CC=CC=C12)=O 1(2H)-Naphthalenone